(Z)-N-ethyl-3-(hydroxy(phenyl)methylene)-2-oxoindoline C(C)N1C(\C(\C2=CC=CC=C12)=C(\C1=CC=CC=C1)/O)=O